[(E)-1-[1-(benzenesulfonyl)-5-fluoro-2-isopropoxycarbonyl-pyrrolo[2,3-b]pyridin-6-yl]ethylideneamino]-tert-butyl-oxido-sulfonium C1(=CC=CC=C1)S(=O)(=O)N1C(=CC=2C1=NC(=C(C2)F)\C(\C)=N\[S+]([O-])C(C)(C)C)C(=O)OC(C)C